FC(OC1=CC=C(C=C1)C=1C=CC(N(N1)CC=1OC(=NN1)C1=CC=CC=C1)=O)F 6-(4-(difluoromethoxy)phenyl)-2-((5-phenyl-1,3,4-oxadiazol-2-yl)methyl)pyridazin-3(2H)-one